(1R)-1-[3-(difluoromethyl)-2-(fluoromethyl)phenyl]Ethylamine FC(C=1C(=C(C=CC1)[C@@H](C)N)CF)F